3-[4-(methoxymethyl)-2,5-dioxo-imidazolidin-4-yl]-2-methyl-propanoic acid COCC1(NC(NC1=O)=O)CC(C(=O)O)C